C1(CC1)C1=NN=C2N1N=C(C=C2)N2CCN(CC2)C(C(CC)C2=CC=CC=C2)=O 1-(4-(3-cyclopropyl-[1,2,4]triazolo[4,3-b]pyridazin-6-yl)piperazin-1-yl)-2-phenylbutan-1-one